1-Amino-3-hydroxylcyclobutan NC1CC(C1)O